[Sn](=S)=S stannum disulfide